CN(C(OCC1=CC=CC=C1)=O)CCOCCOCC#C Benzyl methyl(2-(2-(prop-2-yn-1-yloxy)ethoxy)ethyl)carbamate